CN1CCC(CC1)C=1OC(=NN1)C1=CC=C(C=C1)C1=NN=C(N1C)COC1=CC(=CC=C1)C(F)(F)F 1-methyl-4-{5-[4-(4-methyl-5-{[3-(trifluoromethyl)phenoxy]methyl}-4H-1,2,4-triazol-3-yl)phenyl]-1,3,4-oxadiazol-2-yl}piperidine